CN1N=CC=2C1=NC(=NC2)C 1,6-Dimethyl-1H-pyrazolo[3,4-d]pyrimidin